2-chloro-9-(2,2-difluoroethyl)-7-methyl-7,9-dihydro-8H-purin-8-one ClC1=NC=C2N(C(N(C2=N1)CC(F)F)=O)C